9-(2-Chloro-phenyl)-2-([1,4]dioxan-2-ylmethoxy)-6,7-dihydro-pyrimido[6,1-a]isoquinolin-4-one ClC1=C(C=CC=C1)C=1C=C2CCN3C(C2=CC1)=CC(=NC3=O)OCC3OCCOC3